((3S,4R)-1-(5-Bromopyridin-2-yl)-4-hydroxypyrrolidin-3-yl)aminocarboxylic acid tert-butyl ester C(C)(C)(C)OC(=O)N[C@H]1CN(C[C@H]1O)C1=NC=C(C=C1)Br